CS(=O)(=O)N(NC(=O)C=1C=2C[C@@H]3[C@H](C2N(N1)C1=NC=CN=C1)C3)C(C)(C)C (1aR,5aR)-2-Pyrazin-2-yl-1a,2,5,5a-tetrahydro-1H-2,3-diaza-cyclopropa[a]pentalene-4-carboxylic acid N'-methylsulfonyl-N'-tert-butyl-hydrazide